FC=1C=CC=C2C=CC=C(C12)N1CC=2N=C(N=C(C2CC1)N1CC2CCC(C1)N2C(=O)OCC2=CC=CC=C2)OCC21CCCN1CCC2 benzyl 3-(7-(8-fluoronaphthalen-1-yl)-2-((hexahydro-1H-pyrrolizin-7a-yl) methoxy)-5,6,7,8-tetrahydropyrido[3,4-d]pyrimidin-4-yl)-3,8-diazabicyclo[3.2.1]octane-8-carboxylate